NC=1C(=CC(=NC1)C=1C=C2C=CN(C(C2=CC1F)=O)CCC[C@H](C)NC=1C=NNC(C1C(F)(F)F)=O)F 6-(5-amino-4-fluoropyridin-2-yl)-7-fluoro-2-[(4S)-4-[[6-oxo-5-(trifluoromethyl)-1H-pyridazin-4-yl]amino]pentyl]isoquinolin-1-one